COC1=C(C=CC(=C1)C1CCNCC1)NC1=NC=C(C(=N1)NC1=C(C=CC=C1)C(F)(F)F)C(=O)N 2-((2-Methoxy-4-(piperidin-4-yl)phenyl)amino)-4-((2-(trifluoromethyl)phenyl)amino)pyrimidine-5-carboxamide